isopropyl-beta-D-glucose C(C)(C)[C@]1(O)[C@H](O)[C@@H](O)[C@H](O)[C@H](O1)CO